OC1=C(C(=CC(=C1)C(F)(F)F)C)C1=CC=C(N=N1)N1[C@@H]2[C@H](OCC1)CCN(C2)C(C)=O |r| 1-[rac-(4aS,8aR)-4-[6-[2-hydroxy-6-methyl-4-(trifluoromethyl)phenyl]pyridazin-3-yl]-3,4a,5,7,8,8a-hexahydro-2H-pyrido[4,3-b][1,4]oxazin-6-yl]ethanone